(Z)-2-methoxy-5-(3,4,5-trimethoxystyryl)phenol COC1=C(C=C(C=C1)\C=C/C1=CC(=C(C(=C1)OC)OC)OC)O